α-formyl-glycinealdehyde C(=O)C(N)C=O